N-(8-chloro-2,3,4,9-tetrahydro-1H-carbazol-1-yl)-3-(2,5-dimethyl-1H-pyrrol-1-yl)propionamide ClC=1C=CC=C2C=3CCCC(C3NC12)NC(CCN1C(=CC=C1C)C)=O